6-((2,2-difluoroethyl)amino)-1-methyl-5-nitrosopyrimidine-2,4(1H,3H)-dione FC(CNC1=C(C(NC(N1C)=O)=O)N=O)F